FC1=C(C=C(C=C1)C1N(CC(CC1)C)C(C(=O)OCC(F)(F)F)=O)C 2,2,2-trifluoroethyl 2-(2-(4-Fluoro-3-methylphenyl)-5-methylpiperidin-1-yl)-2-oxoacetate